butyl-5-bromoamyl ether C(CCC)C(CCCCOCCCCC(CCCC)Br)Br